C1COCCN1C2=CC(=O)C3=C(O2)C(=CC=C3)C4=CC=CC=C4 The molecule is a chromone substituted with a phenyl group at position 8 and a morpholine group at position 2. It has a role as an EC 2.7.1.137 (phosphatidylinositol 3-kinase) inhibitor and an autophagy inhibitor. It is a member of chromones, a member of morpholines and an organochlorine compound.